pyridinylcyclooctan N1=C(C=CC=C1)C1CCCCCCC1